ClC(=O)C1=CC=C(C(=O)OC)C=C1 methyl 4-chlorocarbonylbenzoate